3-[3-[[ethyl(methyl)sulfamoyl]amino]-2,6-difluoro-benzoyl]-5-[4-piperazin-1-yl-3-(trifluoromethyl)phenyl]-1H-pyrrolo[2,3-b]pyridine C(C)N(S(=O)(=O)NC=1C(=C(C(=O)C2=CNC3=NC=C(C=C32)C3=CC(=C(C=C3)N3CCNCC3)C(F)(F)F)C(=CC1)F)F)C